ClC=1C=C(OC2=NC(=NC(=C2C(C)C)C2=C(C=CC=C2)C)NS(=O)(=O)C=2C=NN(C2)C)C=CC1N1CCN(CC1)C N-[4-[3-chloro-4-(4-methylpiperazin-1-yl)phenoxy]-5-isopropyl-6-(o-tolyl)pyrimidin-2-yl]-1-methyl-pyrazole-4-sulfonamide